1-[(2R,4R)-2-methyltetrahydro-2H-pyran-4-yl]-2-{[5-(trifluoromethyl)pyrazin-2-yl]methyl}-1H-imidazo[4,5-c]quinoline-8-carbonitrile, formate salt C(=O)O.C[C@H]1OCC[C@H](C1)N1C(=NC=2C=NC=3C=CC(=CC3C21)C#N)CC2=NC=C(N=C2)C(F)(F)F